ethyl 2-(aminomethyl)-6-methylbenzofuran-7-carboxylate NCC=1OC2=C(C1)C=CC(=C2C(=O)OCC)C